C(CCC)NC1=CC=C(C(=C1)C1=CC=CC=C1)C(=O)NC=1SC(=C(C1)C1=CC=CC=C1)[N+](=O)[O-] 5-(butylamino)-N-(5-nitro-4-phenylthiophen-2-yl)-[1,1'-biphenyl]-2-carboxamide